cis-N-(3-(3-((tert-butyldimethylsilyl)oxy)azetidin-1-yl)-4-chlorophenyl)-3-methyl-1-(5-methyl-1,3,4-oxadiazol-2-yl)-6-azabicyclo[3.1.1]heptane-6-carboxamide [Si](C)(C)(C(C)(C)C)OC1CN(C1)C=1C=C(C=CC1Cl)NC(=O)N1C2CC(CC1(C2)C=2OC(=NN2)C)C